(S)-5-(2-(3,3-difluorocyclobutyl)acetyl)-N-((S)-3-oxo-1-((S)-2-oxopyrrolidin-3-yl)-4-(trifluoromethoxy)butan-2-yl)-5-azaspiro[2.4]heptane-6-carboxamide FC1(CC(C1)CC(=O)N1CC2(CC2)C[C@H]1C(=O)N[C@@H](C[C@H]1C(NCC1)=O)C(COC(F)(F)F)=O)F